C12CCCCCC2=CCCC1 Bicyclo[5.4.0]undec-7-ene